3-[(4-chlorophenyl)amino]-4-[(3-phenylpropyl)amino]cyclobut-3-ene-1,2-dione ClC1=CC=C(C=C1)NC=1C(C(C1NCCCC1=CC=CC=C1)=O)=O